C(C)OC(C(N1[C@H](CC[C@@H](C1)C)C=1C=CC2=CN(N=C2C1)C1CCN(CC1)C)=O)=O.C(=O)(OC(C)(C)C)C(=O)[O] Boccarbonyl-oxygen ethyl-2-oxo-2-[(2R,5S)-5-methyl-2-[2-(1-methyl-4-piperidyl)indazol-6-yl]-1-piperidyl]acetate